2-n-propyl-2-oxazolin C(CC)C=1OCCN1